3-(4-(quinoxalin-2-yl)-1H-pyrazol-1-yl)cyclobutan-1-amine N1=C(C=NC2=CC=CC=C12)C=1C=NN(C1)C1CC(C1)N